methyl (3S,8aR)-5,7-dioxoindolizine-3-carboxylate O=C1N2[C@@H](C=CC2=CC(C1)=O)C(=O)OC